3-Cyano-2-isopropyl-N-(1-(2-methylthiazol-5-yl)-1H-indazol-6-yl)benzamide C(#N)C=1C(=C(C(=O)NC2=CC=C3C=NN(C3=C2)C2=CN=C(S2)C)C=CC1)C(C)C